FC1=CC=C(C=C1)C=1C(=C(C=NC1C)C(=O)NC1=CC=C(C=C1)OC1=CC=NC2=CC=C(N=C12)OC)O 5-(4-fluorophenyl)-4-hydroxy-N-[4-[(6-methoxy-1,5-naphthyridin-4-yl)oxy]phenyl]-6-methylpyridine-3-carboxamide